ClC=1C=C(C=CC1)[C@H](C(=O)N1CC2=C(CCC1)N=C(NC2=O)C2(CC2)C=2SC=C(C2)C(C)C)O (R)-6-(2-(3-chlorophenyl)-2-hydroxyacetyl)-2-(1-(4-isopropylthiophen-2-yl)cyclopropyl)-3,5,6,7,8,9-hexahydro-4H-pyrimido[5,4-c]azepin-4-one